1-ethyl-1-methylguanidine C(C)N(C(=N)N)C